CN(C(=O)[C@H]1N(CC1(C)C)C(=O)OC(C)(C)C)C tert-butyl (S)-2-(dimethylcarbamoyl)-3,3-dimethylazetidine-1-carboxylate